1-[3,5-Bis(trifluoromethyl)phenyl]-3-[4-(trifluoromethyl)phenyl]urea FC(C=1C=C(C=C(C1)C(F)(F)F)NC(=O)NC1=CC=C(C=C1)C(F)(F)F)(F)F